(R)-4-chloro-3-(5,7-difluoro-6-(3-methoxypyrrolidin-1-yl)-4-oxo-1,4-dihydroquinolin-2-yl)benzonitrile ClC1=C(C=C(C#N)C=C1)C=1NC2=CC(=C(C(=C2C(C1)=O)F)N1C[C@@H](CC1)OC)F